BrC=1C(=CC(=NC1Cl)C1=NC(=NC(=N1)NC(C(F)(F)F)C)NC(C(F)(F)F)C)F 6-(5-bromo-6-chloro-4-fluoropyridin-2-yl)-N2,N4-bis(1,1,1-trifluoropropan-2-yl)-1,3,5-Triazine-2,4-diamine